N-(2-((1S,4S)-2-oxa-5-azabicyclo[2.2.1]heptane-5-yl)-5-((6-((R)-3-(4-chloro-3-fluorophenyl)isoxazolidine-2-yl)pyrimidine-4-yl)amino)-4-methoxy-phenyl)acrylamide [C@@H]12OC[C@@H](N(C1)C1=C(C=C(C(=C1)OC)NC1=NC=NC(=C1)N1OCC[C@@H]1C1=CC(=C(C=C1)Cl)F)NC(C=C)=O)C2